N-ethylhexane-1,6-diamine C(C)NCCCCCCN